C(\C=C/C(=O)O)(=O)O.ClC=1C=CC2=C(N(C3=C(N(C2=O)CCOCC#C)C=CC=C3)CCCCNC/C=C/C(=O)OCC)C1 Ethyl (E)-4-{[4-[3-chloro-10-[2-(prop-2-yn-1-yloxy)ethyl]-11-oxo-10,11-dihydro-5H-dibenzo[b,e][1,4]diazepin-5-yl]butyl]amino}but-2-enoate maleate